FC(C=1C=C(C=CC1)C1NC2=CC=CC=C2CC1)(F)F 2-(3-(trifluoromethyl)phenyl)-1,2,3,4-tetrahydroquinoline